C(C)N(C(=O)N[C@H](C(F)(F)F)CCC(F)(F)F)C(C)C1=NC=C(C(=C1)C=1C=C(C=2N(C1)C=CN2)F)OC 1-ethyl-1-(1-(4-(8-fluoroimidazo[1,2-a]pyridin-6-yl)-5-methoxypyridin-2-yl)ethyl)-3-((S)-1,1,1,5,5,5-hexafluoropentan-2-yl)urea